((3-ethyl-2,6-dioxo-1-propyl-8-(1-(3-(trifluoromethyl)benzyl)-1H-pyrazol-4-yl)-1,2,3,6-tetrahydro-7H-purin-7-yl)methoxy)methyl dihydrogen phosphate P(=O)(OCOCN1C(=NC=2N(C(N(C(C12)=O)CCC)=O)CC)C=1C=NN(C1)CC1=CC(=CC=C1)C(F)(F)F)(O)O